C(C)OC=1C2=C(N=C(N1)NC1CCCCC1)NC=C2C2=CC=1N(C=C2)N=CC1 4-((4-ethoxy-5-(pyrazolo[1,5-a]pyridin-5-yl)-7H-pyrrolo[2,3-d]pyrimidin-2-yl)amino)cyclohexan